1,2,4,5-tetrazine compound with trans-cyclooctene C/1=C\CCCCCC1.N1=NC=NN=C1